(2S,4R)-N-((R)-3-([1,1'-biphenyl]-4-yl)-1-amino-1-oxopropan-2-yl)-4-hydroxy-1-((S)-3-methyl-2-(4-methyl-1H-1,2,3-triazol-1-yl)butanoyl)pyrrolidine-2-carboxamide C1(=CC=C(C=C1)C[C@H](C(=O)N)NC(=O)[C@H]1N(C[C@@H](C1)O)C([C@H](C(C)C)N1N=NC(=C1)C)=O)C1=CC=CC=C1